N-((2-((tert-butyldimethylsilyl)oxy)ethyl)carbamoyl)-5-isobutyl-3-(3-methyl-4-((2-methyl-1H-imidazol-1-yl)methyl)phenyl)thiophene-2-sulfonamide [Si](C)(C)(C(C)(C)C)OCCNC(=O)NS(=O)(=O)C=1SC(=CC1C1=CC(=C(C=C1)CN1C(=NC=C1)C)C)CC(C)C